F[B-](F)(F)F.C(C(C)C)[N+]1=CC=C(C=C1)C i-butyl-4-methylpyridinium tetrafluoroborate